methyl 5-amino-1-methylimidazo[1,5-c]quinazoline-9-carboxylate NC1=NC=2C=CC(=CC2C=2N1C=NC2C)C(=O)OC